(S)-6-chloro-8-fluoro-7-(6-fluoro-3,4-dihydroquinolin-1(2H)-yl)-2-((1-methylpyrrolidin-2-yl)methoxy)-4-(piperazin-1-yl)quinazoline ClC=1C=C2C(=NC(=NC2=C(C1N1CCCC2=CC(=CC=C12)F)F)OC[C@H]1N(CCC1)C)N1CCNCC1